2-(1-methyl-2-oxo-2,3-dihydro-1H-pyrido[2,3-b][1,4]thiazin-3-yl)-N-((tetrahydrofuran-2-yl)methyl)acetamide CN1C2=C(SC(C1=O)CC(=O)NCC1OCCC1)N=CC=C2